dihydrooxazine C1CNOC=C1